P(=O)(OC(C)(C)C)(OC(C)(C)C)OCOC1=CC(=CC(=C1C1=CC(=CC=C1)C)OCOP(=O)(OC(C)(C)C)OC(C)(C)C)CCCCC tetra-tert-butyl (((3'-methyl-4-pentyl-[1,1'-biphenyl]-2,6-diyl)bis(oxy))bis(methylene)) bis(phosphate)